S(=O)(=O)(O)O.N[C@@H](CCSC)C(=O)O L-methionine sulfate